[N+](=[N-])=CC(CC[C@@H](C(=O)OC(C)C)NC([C@@H](C=1NC=CC1)OC)=O)=O isopropyl (S)-6-diazo-2-((R)-2-methoxy-2-(1H-pyrrol-2-yl)acetamido)-5-oxohexanoate